tert-butyl {4-[methoxy(methyl)carbamoyl]bicyclo[2.2.1]heptan-1-yl}carbamate CON(C(=O)C12CCC(CC1)(C2)NC(OC(C)(C)C)=O)C